allyl (p-nonyl)phenyl ether C(CCCCCCCC)C1=CC=C(C=C1)OCC=C